1,2-dimercapto-1,2-ethylene glycol SC(C(S)O)O